(R)-1-(2-amino-3-methylbutanamido)-N-(6-(trifluoromethoxy)benzo[d]thiazol-2-yl)cyclobutane-1-carboxamide N[C@@H](C(=O)NC1(CCC1)C(=O)NC=1SC2=C(N1)C=CC(=C2)OC(F)(F)F)C(C)C